BrC1=C(C=C(C=C1F)S(=O)(=O)Cl)F 4-bromo-3,5-difluorobenzene-1-sulfonyl chloride